C[C@@H](CCO)CCC=C(C)C (R)-3,7-dimethyl-6-octenol